CN(CCC1=C(NC2=CC=CC(=C12)CC)C(F)(F)F)C 1-[3-[2-(dimethylamino)ethyl]-2-trifluoromethyl-1H-indol-4-yl]ethan